1-((5-(2-((1r,3r)-3-(3-chloro-4-cyanophenoxy)-2,2,4,4-tetramethylcyclobutyl)-1-oxoisoindolin-5-yl)pent-4-yn-1-yl)carbamoyl)cyclopropane-1-carboxylate ClC=1C=C(OC2C(C(C2(C)C)N2C(C3=CC=C(C=C3C2)C#CCCCNC(=O)C2(CC2)C(=O)[O-])=O)(C)C)C=CC1C#N